C(C)C1=NC(=NN1)NC(=S)N N-(5-Ethyl-1H-1,2,4-Triazol-3-Yl)Thiourea